FC(C=1C=C(C=CC1)NC1=NC=CC(=N1)C1=CC=C(C=C1)O)(F)F 4-(2-((3-(trifluoromethyl)phenyl)amino)pyrimidin-4-yl)phenol